tert-butyl 4-((methylamino) methyl)-2-azabicyclo[2.1.1]hexane-2-carboxylate CNCC12CN(C(C1)C2)C(=O)OC(C)(C)C